COC[C@H](C(N[C@@H](CCOC1=CC=CC=C1)B1OC(C(O1)(C)C)(C)C)=O)NC(C1=CN=CC(=C1)C)=O N-((R)-3-methoxy-1-oxo-1-(((R)-3-phenoxy-1-(4,4,5,5-tetramethyl-1,3,2-dioxaborolan-2-yl)propyl)amino)propan-2-yl)-5-methyl-nicotinamide